C1(=CC=CC=C1)C1=NOC(C1)C(=O)OCC#C Prop-2-yn-1-yl 3-phenyl-4,5-dihydroisoxazole-5-carboxylate